4-(5-methoxy-2-nitrophenyl)butyric acid methyl ester COC(CCCC1=C(C=CC(=C1)OC)[N+](=O)[O-])=O